CC1OC(CN(C1)C1=CC=C(C=C1)NC1(C(NC2=C(O1)C=CC=C2)=O)C)C ((4-(2,6-dimethylmorpholino)phenyl)amino)-2-methyl-2H-benzo[b][1,4]oxazin-3(4H)-one